N-ethyl-perfluorooctanesulfonamide ethyl-methacrylate C(C)OC(C(=C)C)=O.C(C)NS(=O)(=O)C(C(C(C(C(C(C(C(F)(F)F)(F)F)(F)F)(F)F)(F)F)(F)F)(F)F)(F)F